C(C)(C)C1=CC=C(C=C1)NC(=O)C1C(C(CCC1)C1=CC=C(C=C1)NC)C(=O)O 2-((4-isopropylphenyl)carbamoyl)-6-(4-(methylamino)phenyl)cyclohexane-1-carboxylic acid